N-benzyl-7-(4-bromo-3-chloro-benzoyl)-2-(5-methoxy-2-pyridyl)-3-oxo-6,8-dihydro-5H-imidazo[1,5-a]pyrazine-1-carboxamide C(C1=CC=CC=C1)NC(=O)C=1N(C(N2C1CN(CC2)C(C2=CC(=C(C=C2)Br)Cl)=O)=O)C2=NC=C(C=C2)OC